(2S,3S)-2-methyl-4-oxo-2,3,4,5-tetrahydropyrido[3,2-b][1,4]oxazepin-3-ylcarbamic acid tert-butyl ester C(C)(C)(C)OC(N[C@@H]1C(NC2=C(O[C@H]1C)C=CC=N2)=O)=O